C(C1=CC=CC=C1)OC1=CC=CC(=N1)N1CC(CC1)NC(C)=O N-(1-(6-(benzyloxy)pyridin-2-yl)pyrrolidin-3-yl)acetamide